(E)-N-ethyl-N-(thiophen-2-ylmethyl)-3-(thiophen-3-yl)acrylamide C(C)N(C(\C=C\C1=CSC=C1)=O)CC=1SC=CC1